C(CCC)C1CCC(CC1)=O 4-butylcyclohexan-1-one